hydrazine-1,2-dicarboxylic acid di-tert-butyl ester C(C)(C)(C)OC(=O)NNC(=O)OC(C)(C)C